BrC1=CC(=C(C=C1)C=1N=COC1C)F 4-(4-bromo-2-fluorophenyl)-5-methyloxazole